C(CCCCNC(=O)[O-])NC(=O)OCCC propyl 1,5-pentanedicarbamate